3-[4-[(R)-amino(4,5-dichloro-2-hydroxyphenyl)methyl]piperidine-1-carbonyl]bicyclo[1.1.1]pentan-1-ol N[C@H](C1CCN(CC1)C(=O)C12CC(C1)(C2)O)C2=C(C=C(C(=C2)Cl)Cl)O